FC(C(C(F)(F)F)OC(=O)N1CCN(CC1)CC1=C(C=C(C=C1)Cl)N1CC2CN(CC2C1)C)(F)F.C1(=CC=CC=C1)S(=O)(=O)C1=[N+](ON=C1)[O-] 3-phenylsulfonyl-furoxan 1,1,1,3,3,3-Hexafluoropropan-2-yl-4-(4-chloro-2-(5-methylhexahydropyrrolo[3,4-c]pyrrol-2(1H)-yl)benzyl)piperazine-1-carboxylate